C(C1=CC=CC=C1)OC[C@@H](C(=O)OC)OC1=CC=C2C(=CC(OC2=C1)=O)C1=C(C=CC=C1)C methyl (S)-3-(benzyloxy)-2-((2-oxo-4-(o-tolyl)-2H-chromen-7-yl)oxy)propanoate